azobis(2-methoxyethyl) azodicarboxylate N1=NC(=O)OCC(OC)N=NC(COC1=O)OC